NCC=1C=NC(=NC1)C1=C(C=C(C#N)C=C1)OC=1N(N=C(C1)C=1N=CSC1)C 4-[5-(aminomethyl)pyrimidin-2-yl]-3-[2-methyl-5-(1,3-thiazol-4-yl)pyrazol-3-yl]oxybenzonitrile